BrC1=CC=CN(N1)C1CC(C1)(F)F 6-bromo-2-(3,3-difluorocyclobutyl)pyridazine